CN(CCCC(=O)OC(CCCCC(=O)OCC(CCCCCCCC)CCCCCC)CCCCC(=O)N(CC(OCCCCCCCCCCCCCC)=O)C)C 2-Hexyldecyl 6-((4-(dimethylamino)butanoyl)oxy)-11-(methyl(2-oxo-2-(tetradecyloxy)-ethyl)amino)-11-oxoundecanoate